6-(isopropyl(methyl)amino)-2-(6-(5-methyl-6,7,8,9-tetrahydro-5H-[1,2,4]triazolo[4,3-a]azepine-3-yl)pyridin-2-yl)-4-((methylamino)methyl)-2,3-dihydro-1H-pyrrolo[3,4-c]pyridine C(C)(C)N(C1=CC2=C(C(=N1)CNC)CN(C2)C2=NC(=CC=C2)C2=NN=C1N2C(CCCC1)C)C